C(C)(C)(C)C=1C=C(CN2C(N(C(N(C2=O)CC2=CC(=C(C(=C2)C(C)(C)C)O)C(C)(C)C)=O)CC2=CC(=C(C(=C2)C(C)(C)C)O)C(C)(C)C)=O)C=C(C1O)C(C)(C)C 1,3,5-tri(3,5-di-tert-butyl-4-hydroxybenzyl)-1,3,5-triazine-2,4,6(1H,3H,5H)-trione